ethyl 8-(2-amino-6-((R)-1-(4-chloro-2-(5,6-dihydro-2H-pyran-3-yl)phenyl)-2,2,2-trifluoroethoxy)pyrimidine-4-yl)-2-azaspiro[4.5]dec-7-ene-3-carboxylate hippurate C(CNC(=O)C1=CC=CC=C1)(=O)O.NC1=NC(=CC(=N1)C1=CCC2(CC(NC2)C(=O)OCC)CC1)O[C@@H](C(F)(F)F)C1=C(C=C(C=C1)Cl)C=1COCCC1